FC12CC(C1)(C2)CN(C(OC(C)(C)C)=O)CC=2C=CC=1N(C2)C=C(N1)CN1N=C(N=C1)C=1C=NC=C(C1)N1CCCC1 Tert-butyl ((3-fluorobicyclo[1.1.1]pentan-1-yl)methyl)((2-((3-(5-(pyrrolidin-1-yl)pyridin-3-yl)-1H-1,2,4-triazole-1-yl)methyl)imidazo[1,2-a]pyridin-6-yl)methyl)carbamate